CN1CCC(CC1)N1C=CC=2C1=NC=C(C2)C(=O)OC methyl 1-(1-methylpiperidin-4-yl)pyrrolo[2,3-b]pyridine-5-carboxylate